1,3,4,5,6,7-hexamethyl-4,5,6,7-tetrahydroindenyl-trimethoxytitanium CC1C(=C(C=2C(C(C(C(C12)C)C)C)C)C)[Ti](OC)(OC)OC